1,5,8,12-tetrakis[2,4-bis(N-butyl-N-(2,2,6,6-tetramethyl-4-piperidyl)amino)-s-triazine-6-yl]-1,5,8,12-tetraazadodecane C(CCC)N(C1CC(NC(C1)(C)C)(C)C)C1=NC(=NC(=N1)N(CCCC)C1CC(NC(C1)(C)C)(C)C)NCCCN(CCN(CCCNC1=NC(=NC(=N1)N(CCCC)C1CC(NC(C1)(C)C)(C)C)N(CCCC)C1CC(NC(C1)(C)C)(C)C)C1=NC(=NC(=N1)N(CCCC)C1CC(NC(C1)(C)C)(C)C)N(CCCC)C1CC(NC(C1)(C)C)(C)C)C1=NC(=NC(=N1)N(CCCC)C1CC(NC(C1)(C)C)(C)C)N(CCCC)C1CC(NC(C1)(C)C)(C)C